3-(5-fluoro-2-methyl-6-oxo-1,6-dihydropyridin-3-yl)-1-(4-fluoro-2-methylphenyl)-6-(trifluoromethyl)-2,3-dihydropyrido-[3,4-d]pyrimidin-4(1H)-one FC1=CC(=C(NC1=O)C)N1CN(C2=C(C1=O)C=C(N=C2)C(F)(F)F)C2=C(C=C(C=C2)F)C